NS(=O)(=O)C=1C(=CC(=C(C(=O)O[C@@H](C2=CC=CC=C2)C)C1)NCC=1OC=CC1)Cl (R)-α-methylbenzyl 5-aminosulfonyl-4-chloro-2-[(furanylmethyl)amino]benzoate